(S)-4-(benzyl-(4-(5,6,7,8-tetrahydro-1,8-naphthyridin-2-yl)butyl)amino)-2-(quinazolin-4-ylamino)butyric acid C(C1=CC=CC=C1)N(CC[C@@H](C(=O)O)NC1=NC=NC2=CC=CC=C12)CCCCC1=NC=2NCCCC2C=C1